C(C)(C)(C)[S@@](=O)N1C(CCC2=CC=CN=C12)CCCCO[C@H]1CN(CC1)C(=O)OC(C)(C)C tert-butyl (3R)-3-(4-(1-((R)-tert-butylsulfinyl)-1,2,3,4-tetrahydro-1,8-naphthyridin-2-yl)butoxy)pyrrolidine-1-carboxylate